N1=CC(=CC=C1)O pyridin-3-ol